COC(COC1=CC=CC=C1)=O O-methylphenoxyacetic acid